2-(3-pyridyl)acetic acid methyl ester COC(CC=1C=NC=CC1)=O